N,N-dihexadecyl-hydroxylamine C(CCCCCCCCCCCCCCC)N(O)CCCCCCCCCCCCCCCC